1,1-bis(4-acryloxyphenyl)indane ((2R,3S,5R)-5-(6-amino-2-fluoro-9H-purin-9-yl)-3-((ethoxycarbonyl)oxy)-2-ethynyltetra-hydrofuran-2-yl)methyl-tetradecanoate NC1=C2N=CN(C2=NC(=N1)F)[C@H]1C[C@@H]([C@@](O1)(C#C)COC(CCCCCCCCCCCCC)=O)OC(=O)OCC.C(C=C)(=O)OC1=CC=C(C=C1)C1(CCC2=CC=CC=C12)C1=CC=C(C=C1)OC(C=C)=O